4-amino-7-cyclopropyl-1-[(3S)-oxan-3-yl]pyrido[2,3-d]pyrimidin-2-one NC=1C2=C(N(C(N1)=O)[C@@H]1COCCC1)N=C(C=C2)C2CC2